OC1=C2C([C@H]([C@@H](OC2=CC(=C1)O)C1=CC=C(C=C1)O)OCC)=O (trans)-5,7-dihydroxy-2-(4-hydroxyphenyl)-3-ethoxychroman-4-one